[2-(3,4-dichlorophenyl)-2-oxoethyl]malonic acid dimethyl ester COC(C(C(=O)OC)CC(=O)C1=CC(=C(C=C1)Cl)Cl)=O